methyl 4-(2-chloro-1,3-thiazole-4-sulfonamido)-3-methoxybenzoate ClC=1SC=C(N1)S(=O)(=O)NC1=C(C=C(C(=O)OC)C=C1)OC